3-[[[5-(2-ethoxy-3-pyridinyl)-1-isopropyl-3-methyl-pyrazolo[4,3-b]pyridin-7-yl]amino]methyl]-1-methyl-pyridin-2-one C(C)OC1=NC=CC=C1C1=CC(=C2C(=N1)C(=NN2C(C)C)C)NCC=2C(N(C=CC2)C)=O